4-([1,1'-biphenyl]-2-yl)-2-phenyl-6-(3-(4,4,5,5-tetramethyl-1,3,2-dioxaborolan-2-yl)phenyl)pyrimidine C1(=C(C=CC=C1)C1=NC(=NC(=C1)C1=CC(=CC=C1)B1OC(C(O1)(C)C)(C)C)C1=CC=CC=C1)C1=CC=CC=C1